ClC1=CC=C(C=C1)[C@H](C(=O)N1CCN(CC1)C=1C2=C(N=CN1)[C@@H](C[C@H]2C)O)CNC(C)C (S)-2-(4-chlorophenyl)-1-(4-((5r,7r)-7-hydroxy-5-methyl-6,7-dihydro-5H-cyclopenta[d]pyrimidin-4-yl)piperazin-1-yl)-3-(isopropylamino)-propan-1-one